COC([C@H](CC1=CC=C(C=C1)N1C(N(C2=C1C(=CC=C2)Cl)C)=O)N)=O (S)-2-amino-3-(4-(7-chloro-3-methyl-2-oxo-2,3-dihydro-1H-benzo[d]imidazol-1-yl)phenyl)propanoic acid methyl ester